(R)-6-(2-(3-chlorophenyl)-2-hydroxyacetyl)-2-(1-(3-(cyclopent-1-en-1-yl)phenyl)cyclopropyl)-3,5,6,7,8,9-hexahydro-4H-pyrimido[5,4-c]azepin-4-one ClC=1C=C(C=CC1)[C@H](C(=O)N1CC2=C(CCC1)N=C(NC2=O)C2(CC2)C2=CC(=CC=C2)C2=CCCC2)O